4-Chloro-3-(3-phenylprop-1-yn-1-yl)pyridin-2-amine ClC1=C(C(=NC=C1)N)C#CCC1=CC=CC=C1